4-((3',4'-diamino-6-fluoro-[1,1'-biphenyl]-3-yl)methyl)-6,7-difluorophthalazin-1(2H)-one NC=1C=C(C=CC1N)C1=CC(=CC=C1F)CC1=NNC(C2=CC(=C(C=C12)F)F)=O